FC1(CCC(CC1)C1(C(NC2=C(C(=CC=C12)F)F)=O)C1=CC=C(C=C1)B(O)O)F (4-(3-(4,4-difluorocyclohexyl)-6,7-difluoro-2-oxoindolin-3-yl)phenyl)boronic acid